trans-4-[[2-chloro-6-[4-[4-(4-methyl-2-oxo-pyrrolidin-1-yl)phenyl]sulfonylpiperazin-1-yl]-4-pyridinyl]-difluoro-methyl]cyclohexanecarboxylic acid ClC1=NC(=CC(=C1)C([C@@H]1CC[C@H](CC1)C(=O)O)(F)F)N1CCN(CC1)S(=O)(=O)C1=CC=C(C=C1)N1C(CC(C1)C)=O